tetradecanoate C(CCCCCCCCCCCCC)(=O)[O-]